FC([C@H](C)N1N=NC2=C1C=C(C=C2)C=2C=CN1N=C(N=C(C12)OC)N[C@H]1C(CN(CC1)C(C)=O)(F)F)F 1-((R)-4-((5-(1-((S)-1,1-difluoropropan-2-yl)-1H-benzo[d][1,2,3]triazol-6-yl)-4-methoxypyrrolo[2,1-f][1,2,4]triazin-2-yl)amino)-3,3-difluoropiperidin-1-yl)ethan-1-one